(di-n-dodecyl)dimethylammonium bromide [Br-].C(CCCCCCCCCCC)[N+](C)(C)CCCCCCCCCCCC